(2S)-1-tert-butoxycarbonyl-4-[[3-[4-(2,4-dioxohexahydropyrimidin-1-yl)-8-isoquinolyl]cyclobutyl]methyl]piperazine-2-carboxylic acid C(C)(C)(C)OC(=O)N1[C@@H](CN(CC1)CC1CC(C1)C=1C=CC=C2C(=CN=CC12)N1C(NC(CC1)=O)=O)C(=O)O